2-(4-chloro-2-methoxyphenyl)-1-(7,8-dihydro-1H-furo[2,3-g]Indol-3-yl)-2-((3-(2-hydroxyethoxy)-5-methoxyphenyl)amino)ethanone aluminum [Al].ClC1=CC(=C(C=C1)C(C(=O)C1=CNC2=C3C(=CC=C12)OCC3)NC3=CC(=CC(=C3)OC)OCCO)OC